4-(5-bromo-6-methylpyridin-2-yl)-1-methyl-1H-1,2,3-triazole-5-carboxylic acid BrC=1C=CC(=NC1C)C=1N=NN(C1C(=O)O)C